5-methyl-1-(3,5,6-trimethylpyrazin-2-yl)pyridin-2(1H)-one hydrochloride Cl.CC=1C=CC(N(C1)C1=NC(=C(N=C1C)C)C)=O